N-(5-((5-chloropyridin-2-yl)oxy)thiazol-2-yl)-3-(4-methoxyphenoxy)cyclobutane-1-carboxamide ClC=1C=CC(=NC1)OC1=CN=C(S1)NC(=O)C1CC(C1)OC1=CC=C(C=C1)OC